2-(2,6-dichlorophenyl)-N-[6-(3-fluorophenylamino)pyridazin-4-yl]acetamide ClC1=C(C(=CC=C1)Cl)CC(=O)NC1=CN=NC(=C1)NC1=CC(=CC=C1)F